4-(7-(difluoromethyl)-3-phenylchroman-4-yl)aniline FC(C1=CC=C2C(C(COC2=C1)C1=CC=CC=C1)C1=CC=C(N)C=C1)F